F[C@@H]1C[C@H](N2C1=NN(C2=O)C2=CC=C(C=C2)F)C2=CC=CC=C2 (5S,7R)-7-fluoro-2-(4-fluorophenyl)-5-phenyl-2,5,6,7-tetrahydro-3H-pyrrolo[2,1-c][1,2,4]triazol-3-one